FC(S(=O)(=O)NS(=O)(=O)C(F)(F)F)(F)F.C(CCC)[N+](CCCC)(CCCC)CCCC tetrabutylammonium bis(trifluoromethylsulfonyl)amine salt